(6-(4-((4-(1H-pyrazol-4-yl)phenyl)amino)pyrimidin-2-yl)-1H-indol-2-yl)(morpholino)methanone N1N=CC(=C1)C1=CC=C(C=C1)NC1=NC(=NC=C1)C1=CC=C2C=C(NC2=C1)C(=O)N1CCOCC1